tetrahydro-furan-2,5-diol O1C(CCC1O)O